C1(OC(C(C=C)O1)(C=C)F)=O 1-fluoro-1,2-divinylethylene carbonate